6-chloro-N-(1-hydroxy-2-methylpropan-2-yl)-4-((4-methoxybenzyl)amino)nicotinamide ClC1=NC=C(C(=O)NC(CO)(C)C)C(=C1)NCC1=CC=C(C=C1)OC